OC(CNCC(C)O)C N,N-di(2-hydroxypropyl)amine